ClC=1C=C(C(=O)OC)C=CC1S(=O)(=O)Cl methyl 3-chloro-4-(chlorosulfonyl)benzoate